2-cyclopropyl-7-methyl-3,4-dihydro-2,7-naphthyridine-1,6(2H,7H)-dione C1(CC1)N1C(C2=CN(C(C=C2CC1)=O)C)=O